CC=1C(=C(N=NC1C1=C(C=CC(=C1)Cl)F)OC1COCC1)N methyl-6-(5-chloro-2-fluorophenyl)-3-(oxolan-3-yloxy)pyridazin-4-amine